C(C)(C)C1=C(C(=CC=C1)C(C)C)[Mg]Br 2,6-diisopropyl-phenyl-magnesium bromide